N-(5-((1R,5S)-1-(2,5-difluorophenyl)-2-azabicyclo[3.1.0]hexan-2-yl)pyrazolo[1,5-a]pyrimidin-3-yl)-5-methylpicolinamide FC1=C(C=C(C=C1)F)[C@@]12N(CC[C@H]2C1)C1=NC=2N(C=C1)N=CC2NC(C2=NC=C(C=C2)C)=O